5-(4-((1R,2S)-6-Hydroxy-2-phenyl-1,2,3,4-tetrahydronaphthalen-1-yl)phenoxy)-pentanal-4-d OC=1C=C2CC[C@@H]([C@@H](C2=CC1)C1=CC=C(OCC(CCC=O)[2H])C=C1)C1=CC=CC=C1